ClC1=C(C=CC(=C1)N1CCNCC1)NC1=NC2=C(C=CC=C2C=N1)C1=NC=CC(=C1)NC(C=C)=O N-(2-(2-((2-chloro-4-(piperazin-1-yl)phenyl)amino)quinazolin-8-yl)pyridin-4-yl)acrylamide